ClC=1C=C2C(=CC(=NC2=CC1)C(F)(F)F)N[C@@H]1C[C@@H](CCC1)NC(=O)C=1C=NN(C1)CC(C)(C)F N-[(1R,3S)-3-{[6-chloro-2-(trifluoromethyl)quinolin-4-yl]amino}cyclohexyl]-1-(2-fluoro-2-methylpropyl)-1H-pyrazole-4-carboxamide